FC1=C(C(=O)N[C@H]2CNCC[C@@H]2F)C=C(C(=C1)NCCOC1=NC=CC=C1)[N+](=O)[O-] 2-fluoro-N-((3S,4S)-4-fluoropiperidin-3-yl)-5-nitro-4-((2-(pyridin-2-yloxy)ethyl)amino)benzamide